C1(CC1)C1=C(C=C(C=N1)C1=CC(=C2C(=N1)N=C(N2)NC(=O)C2=CC=C(C=N2)CCCC(=O)O)N(C)CC2(CCCC2)COC)C(F)(F)F 4-[6-({5-[6-Cyclopropyl-5-(trifluoromethyl)pyridin-3-yl]-7-({[1-(methoxymethyl)cyclopentyl]methyl}(methyl)amino)-1H-imidazo[4,5-b]pyridin-2-yl}carbamoyl)pyridin-3-yl]butanoic acid